7-ethenyl-1-[(cis)-3-[(tert-butyldimethylsilyl)oxy]-3-methylcyclobutyl]-1H-1,3-benzodiazole C(=C)C1=CC=CC2=C1N(C=N2)C2CC(C2)(C)O[Si](C)(C)C(C)(C)C